2-OXO-2,3-DIHYDRO-BENZOOXAZOLE-6-CARBALDEHYDE O=C1OC2=C(N1)C=CC(=C2)C=O